3-({[6-(trifluoromethoxy)-1,2,3,4-tetrahydronaphthalen-1-yl]methyl}amino)pyridine-4-carboxylic acid FC(OC=1C=C2CCCC(C2=CC1)CNC=1C=NC=CC1C(=O)O)(F)F